BrC1=NNC2=C1C(NCC2)=O 3-bromo-1,5,6,7-tetrahydro-4H-pyrazolo[4,3-c]pyridin-4-one